N-(4-(9-ethyl-1,3,4,9-tetrahydro-2H-pyrido[3,4-b]indol-2-yl)butyl)-1H-benzo[d]imidazole-6-carboxamide C(C)N1C2=C(C3=CC=CC=C13)CCN(C2)CCCCNC(=O)C=2C=CC1=C(NC=N1)C2